[Al].CC(CC(C)=O)=O mono(2,4-pentanedione) aluminum